3-[(2R)-4-[4-chloro-2-(trifluoromethyl)benzoyl]-2-ethylpiperazin-1-yl]-6-(2-ethoxypyridin-3-yl)-N-[2-(methylamino)ethyl]pyrazine-2-carboxamide ClC1=CC(=C(C(=O)N2C[C@H](N(CC2)C=2C(=NC(=CN2)C=2C(=NC=CC2)OCC)C(=O)NCCNC)CC)C=C1)C(F)(F)F